(S)-3-(cyclopropylmethyl)-2-oxooxazolidine-5-carboxylic acid C1(CC1)CN1C(O[C@@H](C1)C(=O)O)=O